FC(C(=O)O)(F)F.CNCCN(C(CCOCCNC(OCC1C2=CC=CC=C2C=2C=CC=CC12)=O)=O)CCNC (9H-fluoren-9-yl)methyl (2-(3-(bis(2-(methylamino)ethyl)amino)-3-oxopropoxy)ethyl)carbamate trifluoroacetate